O(C1=CC=CC=C1)C1=CC=C(C=C1)P1(SP(S1)(C1=CC=C(C=C1)OC1=CC=CC=C1)=S)=S 2,4-Bis(4-phenoxyphenyl)-1,3,2,4-dithiadiphosphetane-2,4-disulfide